C1(CC1)C=1NC(=NN1)C1CC2(CN(C2)C(=O)N2CC3(C2)CC(C3)CC=3OC(=NN3)C3(CC3)C(F)(F)F)C1 [6-(5-cyclopropyl-4H-1,2,4-triazol-3-yl)-2-azaspiro[3.3]heptan-2-yl]-[6-[[5-[1-(trifluoromethyl)cyclopropyl]-1,3,4-oxadiazol-2-yl]methyl]-2-azaspiro[3.3]heptan-2-yl]methanone